(3S)-3-methylpentanoic acid C[C@H](CC(=O)O)CC